NC1=NN2C(N=CC=C2)=C1C(=O)N[C@@H](C)C=1N(C(C2=C(C=CC=C2C1)C#CC=1C=NN(C1)C)=S)C1=CC=CC=C1 (S)-2-amino-N-(1-(8-((1-methyl-1H-pyrazol-4-yl)ethynyl)-1-thioxo-2-phenyl-1,2-dihydroisoquinolin-3-yl)ethyl)pyrazolo[1,5-a]pyrimidine-3-carboxamide